2-bromo-6-(methylthio)-4-(tetrahydro-2H-pyran-4-yl)pyridine BrC1=NC(=CC(=C1)C1CCOCC1)SC